ClC=1C(=NN(C(C1Cl)=O)CC(=O)O)[N+](=O)[O-] 2-(4,5-dichloro-3-nitro-6-oxopyridazin-1(6H)-yl)acetic acid